FC1CN(C1)CCN1CCNCC1 1-(2-(3-fluoroazetidin-1-yl)ethyl)piperazine